(3S)-(N,N-BIS(4-METHOXYBENZYL)SULFAMOYL)HEPT-6-ENOIC ACID COC1=CC=C(CN(S(=O)(=O)C(C(=O)O)CCCC=C)CC2=CC=C(C=C2)OC)C=C1